O1C(OCC1)C=1C=CC(=C(C1)C(C)=O)F 1-[5-(1,3-dioxolan-2-yl)-2-fluorophenyl]ethanone